F[C@@H]1C[C@H](N(C1)C(=O)C1(CCOCC1)C(F)(F)F)C(=O)OC methyl (2S,4R)-4-fluoro-1-(4-(trifluoromethyl)tetrahydro-2H-pyran-4-carbonyl)pyrrolidine-2-carboxylate